trans-2-[4-[4-(4-Chlorophenyl)-5-(1,2,4-triazol-1-ylmethyl)-1,2,4-triazol-3-yl]cyclohexyl]oxypyridine ClC1=CC=C(C=C1)N1C(=NN=C1CN1N=CN=C1)[C@@H]1CC[C@H](CC1)OC1=NC=CC=C1